C(CCCCC(=O)OC1=CC=C(C=C1)N)C(=O)OC1=CC=C(C=C1)N bis(4-aminophenyl) pentane-1,5-dicarboxylate